N1(C=NC=C1)C1=CC=C(C=C1)C1=C(C(=NN1)NC1=C(C=C(C=C1)NS(=O)(=O)C)C)F N-(4-((5-(4-(1H-imidazol-1-yl)phenyl)-4-fluoro-1H-pyrazol-3-yl)amino)-3-methylphenyl)methansulfonamid